N1C(=NC=C1)C=1C=CC(=C(C(=O)N)C1)N1C[C@@H](CC1)OC1=NC=C(C=C1)C(F)(F)F (R)-5-(1H-imidazol-2-yl)-2-(3-(5-(trifluoromethyl)pyridin-2-yloxy)pyrrolidin-1-yl)benzamide